FC1=C(C=C(C=C1C(F)(F)F)C1=C(C=C(C=C1C)C)C)CCC(=O)O 3-(4-fluoro-2',4',6'-trimethyl-5-(trifluoromethyl)-[1,1'-biphenyl]-3-yl)propanoic Acid